CN1N=NC(=C1NC(O[C@H](C)C=1C(=NC=C(C1)F)F)=O)C1=NC=C(C=C1)NC(=O)C1=NC(=NC=C1)C (R)-1-(2,5-difluoropyridin-3-yl)ethyl (1-methyl-4-(5-(2-methyl-pyrimidine-4-carboxamido) pyridin-2-yl)-1H-1,2,3-triazol-5-yl)carbamate